C(CC(C)O)O 1,3-butyleneglycol